[C@@H]12N(C[C@@H](NC1)C2)C=2C=CC=C1C(=NN(C21)C)C=2C(=NC(=CC2)OCC2=CC=CC=C2)O 3-(7-((1S,4S)-2,5-diazabicyclo[2.2.1]heptan-2-yl)-1-methyl-1H-indazol-3-yl)-6-(benzyloxy)pyridin-2-ol